N-methyl-2-(4-tert-butylphenyl)-3-(4-tert-butylphenylazo)indole CN1C(=C(C2=CC=CC=C12)N=NC1=CC=C(C=C1)C(C)(C)C)C1=CC=C(C=C1)C(C)(C)C